CC1=C(C=CC=C1C)C1CCN(CC1)C(CN1N=C(C=2CCCCC12)C(=O)N1C[C@@H]([C@@H](CC1)O)F)=O 1-(4-(2,3-Dimethylphenyl)piperidin-1-yl)-2-(3-((3S,4R)-3-fluoro-4-hydroxypiperidin-1-carbonyl)-4,5,6,7-tetrahydro-1H-indazol-1-yl)ethanon